S(=O)(=O)(ON1[C@@H]2CC[C@H](N(C1=O)C2)C(NC(=O)[C@H]2CNCCC2)=N)O (2S,5R)-7-oxo-2-(N-((R)-piperidine-3-carbonyl) carbamimidoyl)-1,6-diazabicyclo[3.2.1]octan-6-yl hydrogen sulfate